4-oxo-N-[(1s,4s)-4-{[6-chloro-2-(trifluoromethyl)quinolin-4-yl]amino}cyclohexyl]-1,4-dihydro-1,5-naphthyridine-3-carboxamide O=C1C(=CNC2=CC=CN=C12)C(=O)NC1CCC(CC1)NC1=CC(=NC2=CC=C(C=C12)Cl)C(F)(F)F